C1(CC1)N(C1=C(C(=NC=N1)NCC1C(CN(CC1)CC(=O)N)O)F)CC=1C=NC(=CC1)C(F)F 2-(4-(((6-(cyclopropyl((6-(difluoromethyl)pyridin-3-yl)methyl)amino)-5-fluoropyrimidin-4-yl)amino)methyl)-3-hydroxypiperidin-1-yl)acetamide